5-(7-chloro-3-cyclohexyl-2-methyl-1,1-dioxido-5-phenyl-2,3,4,5-tetrahydrobenzo[f][1,2,5]thiadiazepin-8-yl)-2-fluorobenzoic acid ClC=1C(=CC2=C(N(CC(N(S2(=O)=O)C)C2CCCCC2)C2=CC=CC=C2)C1)C=1C=CC(=C(C(=O)O)C1)F